C(C)(C)(C)C1=CC=C(C=C1)S(=O)(=O)OC=1C=C(C=CC1)NC(=O)NC1=CC=C(C=C1)OS(=O)(=O)C1=CC=C(C=C1)C(C)(C)C N-[3-(p-tert-butylbenzenesulfonyloxy)phenyl]-N'-[4-(p-tert-butylbenzenesulfonyloxy)phenyl]urea